4-(2-(2-Chlorophenyl)-6,8-dioxo-5,7-diazaspiro[3.4]octan-7-yl)isoquinoline ClC1=C(C=CC=C1)C1CC2(C1)NC(N(C2=O)C2=CN=CC1=CC=CC=C21)=O